6-methyl-4-octanone CC(CC(CCC)=O)CC